Cl.NC(CNC(OC(C)(C)C)=O)=N tert-butyl (2-amino-2-iminoethyl)carbamate hydrochloride